C(=O)(O)C1=C(C(=O)N)C=CC=C1 ortho-carboxybenzamide